7-(2-(5-methoxybenzo[d]oxazol-2-yl)-5-(4-(trifluoromethyl)phenyl)oxazol-4-yl)-1,7-naphthyridin-8(7H)-one COC=1C=CC2=C(N=C(O2)C=2OC(=C(N2)N2C=CC=3C=CC=NC3C2=O)C2=CC=C(C=C2)C(F)(F)F)C1